(R)-N-(6,8-dimethylisoquinolin-1-yl)-4-(3-methyl-1,2,4-oxadiazol-5-yl)-N-(piperidin-3-yl)benzamide CC=1C=C2C=CN=C(C2=C(C1)C)N(C(C1=CC=C(C=C1)C1=NC(=NO1)C)=O)[C@H]1CNCCC1